BrC=1C(=NN(C1C)CC)C 4-bromo-1-ethyl-3,5-dimethyl-1H-pyrazole